C1(CCC1)OC=1C=C(C=CC1)NC(=O)C1=NN2C(N=C(C=C2C=2C=NNC2)N2CC3=CC=CC=C3C2)=C1 N-(3-cyclobutoxyphenyl)-5-(isoindolin-2-yl)-7-(1H-pyrazol-4-yl)pyrazolo[1,5-a]pyrimidine-2-carboxamide